[C@H]12CN(C[C@H](CC1)N2)C2=NC(=NC1=C(C(=CC=C21)C2=CC(=CC1=CC=CC(=C21)C#C)O)F)OCC2(CC2)CN2CCCC2 4-(4-((1R,5S)-3,8-diazabicyclo[3.2.1]octan-3-yl)-8-fluoro-2-((1-(pyrrolidin-1-ylmethyl)cyclopropyl)methoxy)quinazolin-7-yl)-5-ethynylnaphthalen-2-ol